5-amino-6,8-difluoro-1,2,3,4-tetrahydronaphthalen-1-one NC1=C2CCCC(C2=C(C=C1F)F)=O